N-(3-(2-oxo-3-(3-(m-tolyloxy)phenyl)-2,3-dihydro-1H-imidazo[4,5-c]pyridin-1-yl)phenyl)acrylamide O=C1N(C2=C(C=NC=C2)N1C1=CC(=CC=C1)OC=1C=C(C=CC1)C)C=1C=C(C=CC1)NC(C=C)=O